C(#N)C1=CC2=C(S1)[C@@]1(C[C@@H](N(CC1)C(=O)OC(C)(C)C)C)OCC2 tert-butyl (2's,7r)-2-cyano-2'-methyl-spiro[4,5-dihydrothieno[2,3-C]pyran-7,4'-piperidine]-1'-carboxylate